C[C@@H]([C@@H]([C@H]([C@H](C=O)O)O)O)O.O L(+)-rhamnose monohydrate